C(C1=CC=CC=C1)OC1=CC=C2C(=N1)OC1(C2)CN(C1)C(=O)[O-] 6'-(Benzyloxy)-3'H-spiro[azetidine-3,2'-furo[2,3-b]pyridine]-1-carboxylate